CC(=O)C Di-methyl-Formaldehyde